[O-]C1C(C=CC=C1)=N.[Zr+4].[O-]C1C(C=CC=C1)=N.[O-]C1C(C=CC=C1)=N.[O-]C1C(C=CC=C1)=N zirconium phenoxide-imine